C1(CC1)N1C(=NC2=C(C=C(C=C2C1=O)F)[C@@H](C)NC1=C(C(=O)O)C=CC=C1)[C@H]1COCCC1 2-(((R)-1-(3-cyclopropyl-6-fluoro-4-oxo-2-((S)-tetrahydro-2H-pyran-3-yl)-3,4-dihydroquinazolin-8-yl)ethyl)amino)benzoic acid